N-(p-tolyl)pyrazino[1',2':1,5]pyrazolo[4,3-c][1,6]naphthyridin-6-amine C1(=CC=C(C=C1)NC1=NC2=CC=NC=C2C=2C1=C1N(N2)C=CN=C1)C